C(CCC\C=C/CC)OC(CCC(=O)OCC(COC(CCC(OC(NCCN1CCCC1)=O)CC)=O)COC(CCCCCCOC(C(CCCCCC)CCCC)=O)=O)OCCCC\C=C/CC 12-(((4,4-bis(((Z)-oct-5-en-1-yl)oxy)butanoyl)oxy)methyl)-6-ethyl-4,9,15-trioxo-1-(pyrrolidin-1-yl)-5,10,14-trioxa-3-azahenicosan-21-yl-2-butyloctanoate